ClC1=NC(=C2N=CN(C2=N1)C1=NN(C(=C1)C)C)N/N=C/C1=CC(=CC=C1)C (E)-2-Chloro-9-(1,5-dimethyl-1H-pyrazol-3-yl)-6-(2-(3-methylbenzylidene)hydrazinyl)-9H-purine